tert-butyl (3-(9-fluoro-5-oxo-1-thioxo-1,2-dihydro-[1,2,4]triazolo[4,3-a]quinazolin-4(5H)-yl)propyl)carbamate FC=1C=CC=C2C(N(C=3N(C12)C(NN3)=S)CCCNC(OC(C)(C)C)=O)=O